1-(5-chloro-6-methoxypyridazine-3-yl)ethan-1-one ClC=1C=C(N=NC1OC)C(C)=O